2-[2-(Hexyloxy)ethyl]phthalimide C(CCCCC)OCCC12C(C(=O)NC1=O)C=CC=C2